ClC=1C(=CC=2C(=C3C(=NC2C1)C1=CC2=C(C(N1C3)=O)COC([C@]2(O)CC)=O)CCl)C (S)-8-chloro-11-(chloromethyl)-4-ethyl-4-hydroxy-9-methyl-1,12-dihydro-14H-pyrano[3',4':6,7]indolizino[1,2-b]quinoline-3,14(4H)-dione